tert-butyl N-methyl-N-[2-(trifluoromethyl)-4,5,6,7-tetrahydrobenzothiophen-5-yl]carbamate CN(C(OC(C)(C)C)=O)C1CCC2=C(C=C(S2)C(F)(F)F)C1